ClC=1C=CC2=C(C=C(O2)C(=O)N[C@@H]2CC[C@H](CC2)NCC=2OC(=NN2)C2=CC=C(C=C2)Cl)C1 trans-5-chloro-N-(4-(((5-(4-chlorophenyl)-1,3,4-oxadiazol-2-yl)methyl)amino)cyclohexyl)benzofuran-2-carboxamide